C(C)(=O)C1=C(C2=C(N=C(N=C2)NC2=CC=C(C=N2)N2CCN(CC2)C2CCC(CC2)C2CCN(CC2)C2=CC=C(C=C2)C2C(NC(CC2)=O)=O)N(C1=O)C1CCCC1)C 3-(4-(4-(4-(4-(6-((6-acetyl-8-cyclopentyl-5-methyl-7-oxo-7,8-dihydropyrido[2,3-d]pyrimidin-2-yl)amino)pyridin-3-yl)piperazin-1-yl)cyclohexyl)piperidin-1-yl)phenyl)-piperidine-2,6-dione